COC([C@H](C)NP(=O)(OC1=CC=C(C=C1)[N+](=O)[O-])OCCCC(C(=O)[O-])(C)C)=O 2-(((((S)-1-methoxy-1-oxo propan-2-yl)amino)(4-nitro phenoxy)phosphoryl)oxy)ethylpivalate